CC(CC(=O)NC=1C(=C(OCCC(=O)O)C=CC1C)C)(C)C 3-[3-(3,3-dimethylbutanoylamino)-2,4-dimethyl-phenoxy]propanoic acid